[Al].C(C)(C)C1C(C(CCC1)C(=O)O)C(=O)O 3-isopropylcyclohexane-1,2-dicarboxylic acid aluminum